(5R)-5-Hydroxy-5,6,7,8-tetrahydroquinoline-2-carbonitrile O[C@H]1C=2C=CC(=NC2CCC1)C#N